CO/C=C(\\C1=CC=CC=C1OC2=NC=NC(=C2)OC3=CC=CC=C3C#N)/C(=O)O The molecule is an aryloxypyrimidine having a 4,6-diphenoxypyrimidine skeleton in which one of the phenyl rings is cyano-substituted at C-2 and the other carries a 1-carboxy-2-methoxyethenyl substituent, also at C-2. It is a metabolite of the fungicidal agrochemical azoxystrobin. It has a role as a marine xenobiotic metabolite. It is an aromatic ether, an aryloxypyrimidine, an enol ether and a nitrile.